N-(7'-bromo-1-isopropylspiro[azetidine-3,4'-chromeno[4,3-d]thiazol]-2'-yl)-4,6-dimethoxypyrimidine-5-carboxamide BrC=1C=CC2=C(C1)OC1(C3=C2N=C(S3)NC(=O)C=3C(=NC=NC3OC)OC)CN(C1)C(C)C